phosphoric acid, Trimethyl ester P(OC)(OC)(OC)=O